tert-butyl N-[3-[tert-butoxycarbonyl-[4-(6-chloro-2-pyridyl)-1-methyl-2-oxo-3-pyridyl]amino]propyl]-N-methyl-carbamate C(C)(C)(C)OC(=O)N(CCCN(C(OC(C)(C)C)=O)C)C=1C(N(C=CC1C1=NC(=CC=C1)Cl)C)=O